7-(3,4-difluoro-5-methoxyphenyl)-5,6,7,8-tetrahydro-2,7-naphthyridine-3-carboxylic acid FC=1C=C(C=C(C1F)OC)N1CCC=2C=C(N=CC2C1)C(=O)O